N-[4-[(6,7-dimethoxy-1,5-naphthyridin-4-yl)oxy]-3-fluorophenyl]-5-(4-fluoro-2-methylphenyl)-benzamide COC=1N=C2C(=CC=NC2=CC1OC)OC1=C(C=C(C=C1)NC(C1=CC=CC(=C1)C1=C(C=C(C=C1)F)C)=O)F